2-(Methylsulfanyl)-1-(2-(5-(p-tolyl)-1H-imidazol-2-yl)piperazin-1-yl)propan-1-one iron [Fe].CSC(C(=O)N1C(CNCC1)C=1NC(=CN1)C1=CC=C(C=C1)C)C